2,3-DIHYDROFURO[2,3-B]PYRIDIN O1CCC=2C1=NC=CC2